Tert-butyl (4-nitrophenyl)(phenyl)carbamate [N+](=O)([O-])C1=CC=C(C=C1)N(C(OC(C)(C)C)=O)C1=CC=CC=C1